NC1=C(C=C(C=C1)C1=CC=CC=C1)N diamino-5-phenylbenzene